6,7-dimethoxy-9-(6-(methylamino)pyridin-3-yl)naphtho[2,3-c]furan-1(3H)-one COC1=CC2=CC3=C(C(OC3)=O)C(=C2C=C1OC)C=1C=NC(=CC1)NC